isopropoxydimethyl-aluminum C(C)(C)O[Al](C)C